(3R,4S)-8-(6-amino-5-((2-amino-3-chloropyridin-4-yl)thio)pyrazin-2-yl)-3-methyl-2-oxa-8-azaspiro[4.5]decan-4-amine NC1=C(N=CC(=N1)N1CCC2([C@@H]([C@H](OC2)C)N)CC1)SC1=C(C(=NC=C1)N)Cl